(S)-2-(4-fluoro-3,5-dimethylphenyl)-4-methyl-3-(4-methyl-2-oxo-2,3-dihydro-1H-imidazol-1-yl)-2,4,6,7-tetrahydro-5H-pyrazolo[4,3-c]pyridine-5-carboxylic acid tert-butyl ester C(C)(C)(C)OC(=O)N1[C@H](C=2C(CC1)=NN(C2N2C(NC(=C2)C)=O)C2=CC(=C(C(=C2)C)F)C)C